C(C)(C)(C)OC(=O)N1CC=2N(C[C@H]1C)N=C(C2)C2=C(C1=C(C=N2)C=CS1)C1=C(C=C(C=C1OCCOC)F)F (6R)-2-[7-[2,4-difluoro-6-(2-methoxyethoxy)phenyl]thieno[3,2-c]pyridin-6-yl]-6-methyl-6,7-dihydro-4H-pyrazolo[1,5-a]pyrazine-5-carboxylic acid tert-butyl ester